(+)-6-{2-(4-fluorophenyl)-6-[(diethylamino)methyl]-4,5,6,7-tetrahydropyrazolo[1,5-a]pyrimidin-3-yl}-2-(2-methylphenyl)pyridazin-3(2H)-one FC1=CC=C(C=C1)C1=NN2C(NCC(C2)CN(CC)CC)=C1C=1C=CC(N(N1)C1=C(C=CC=C1)C)=O